2-trifluoroethoxy-5-methyl-1,3,4,2-dioxazaphosphine-2-oxide FC(COP1(OC=C(NO1)C)=O)(F)F